dimethyl-cyclodecatriene CC1=C(CCCCC=CC=C1)C